N-((8-chloro-1,2,3,5,6,7-hexahydro-s-indacen-4-yl)carbamoyl)-4-(2-hydroxypropan-2-yl)furan-2-sulfonamide ClC=1C=2CCCC2C(=C2CCCC12)NC(=O)NS(=O)(=O)C=1OC=C(C1)C(C)(C)O